9h-pyrazolo[1,2-a]indazol-9-one C1C=CN2N1C(C=1C=CC=CC21)=O